C(=O)(O)COCC[N+]1(C(=NCC1)CCCCCCCCCCCC)CC(=O)O 1-(beta-carboxymethyloxyethyl)-1-(carboxymethyl)-2-laurylimidazolinium